2-(1-hydroxycyclobutyl)acetaldehyde OC1(CCC1)CC=O